C(C)OC(COCCC=1C=C(C=CC1)C1=NC=2N(C(=C1)N1CCN(CC1)C(=O)OCC1=CC=CC=C1)N=C(C2C2=CC=CC=C2)C)=O Benzyl 4-(5-(3-(2-(2-ethoxy-2-oxoethoxy)ethyl)phenyl)-2-methyl-3-phenyl-pyrazolo[1,5-a]pyrimidin-7-yl)piperazine-1-carboxylate